benzyl (3-(4-bromophenyl)tetrahydrofuran-3-yl)carbamate BrC1=CC=C(C=C1)C1(COCC1)NC(OCC1=CC=CC=C1)=O